COC(=O)C1=NN(C2=C1N(C=1C2=NC=C(C1)Br)[C@@H](C1CCOCC1)C1=NC=CC=C1F)C (S)-6-bromo-4-((3-fluoropyridin-2-yl)(tetrahydro-2H-pyran-4-yl)methyl)-1-methyl-1,4-dihydropyrazolo[3',4':4,5]pyrrolo[3,2-b]pyridine-3-carboxylic acid methyl ester